Aminomethylmethoxydimethyl-silan NC[Si](C)(C)OC